ClC1=NC(=CC(=N1)N)Cl C2,6-dichloropyrimidin-4-amine